CNC(=O)SNC(C(C1=NC=CC(=C1)C(F)(F)F)C1=CC=C(C=C1)C)=O N-(methylcarbamoylthio)-2-(p-tolyl)-2-(4-(trifluoromethyl)pyridin-2-yl)acetamide